2-(tert-butyl)-1'-(4,8-dimethoxyisoquinoline-6-carbonyl)-5H-spiro[benzo[d]thiazol-6,4'-piperidin]-4(7H)-one C(C)(C)(C)C=1SC2=C(N1)C(CC1(CCN(CC1)C(=O)C=1C=C3C(=CN=CC3=C(C1)OC)OC)C2)=O